3-chloro-2-[2-(methylamino)ethoxy]-5-[1-methyl-1-[4-[(2-methylsulfanylpyrimidin-4-yl)methoxy]phenyl]ethyl]benzonitrile ClC=1C(=C(C#N)C=C(C1)C(C)(C1=CC=C(C=C1)OCC1=NC(=NC=C1)SC)C)OCCNC